ClC1=CC=C(C=C1)C(C(F)(F)F)N(S(=O)(=O)N1CC2(COC2)C1)C N-(1-(4-chlorophenyl)-2,2,2-trifluoroethyl)-N-methyl-2-oxa-6-azaspiro[3.3]heptane-6-sulfonamide